(6-amino-5-methylpyridazin-3-yl)-2-(tert-butylamino)ethan-1-ol tert-butyl-4-[5-(7-fluoro-2-methylindazol-5-yl)thieno[3,2-c]pyrazol-1-yl]piperidine-1-carboxylate C(C)(C)(C)C1N(CCC(C1)N1N=CC2=C1C=C(S2)C2=CC1=CN(N=C1C(=C2)F)C)C(=O)OC(CNC(C)(C)C)C=2N=NC(=C(C2)C)N